NC1=NC=CC=C1C1=NC(=NC=C1)NC=1C=C(C=CC1F)N N3-[4-(2-amino-3-pyridyl)pyrimidin-2-yl]-4-fluoro-benzene-1,3-diamine